2-[(2-methoxyphenyl)methyl]-6-(1,2-thiazol-3-yl)-2H-pyrazolo[3,4-d]pyrimidin-4-amine COC1=C(C=CC=C1)CN1N=C2N=C(N=C(C2=C1)N)C1=NSC=C1